CS(=O)(=O)NC(C1=CC=CC=C1)=O N-(Methylsulfonyl)benzamide